gold compound with sodium borohydride [BH4-].[Na+].[Au+3].[BH4-].[BH4-].[BH4-]